C(C)(C)(C)C1NCC12COCC#CCOC2 tert-butyl-6,11-dioxa-2-azaspiro[3.8]dodec-8-yn